2-(4-trifluoromethylphenoxy)ethan-1-one FC(C1=CC=C(OCC=O)C=C1)(F)F